2-(2-fluorophenyl)-2-(4-fluorophenyl)oxirane FC1=C(C=CC=C1)C1(OC1)C1=CC=C(C=C1)F